OC(=O)C(F)(F)F.C(C#C)N1CCNCC1 1-N-Propargyl-Piperazine TFA salt